C1(CC1)[C@@H](C1=CNC=2N=CN=C(C21)N[C@@H]2CC[C@@H](N(C2)C(C=C)=O)C)O 1-((2S,5R)-5-((5-((S)-cyclopropyl(hydroxy)methyl)-7H-pyrrolo[2,3-d]pyrimidin-4-yl)amino)-2-methylpiperidin-1-yl)prop-2-en-1-one